benzyl 4-(5-chloro-3-vinyl-2-pyridinyl)-3,6-dihydro-2H-pyridine-1-carboxylate ClC=1C=C(C(=NC1)C=1CCN(CC1)C(=O)OCC1=CC=CC=C1)C=C